3-(((4,4-bis(oct-3-yn-1-yloxy)butanoyl)oxy)methyl)-5-(hydroxymethyl)benzyl 8-((2-butyloctanoyl)oxy)octanoate C(CCC)C(C(=O)OCCCCCCCC(=O)OCC1=CC(=CC(=C1)CO)COC(CCC(OCCC#CCCCC)OCCC#CCCCC)=O)CCCCCC